(2S)-4-((tert-butoxycarbonyl)(methoxy)amino)-2-methyl-3-propyldecanoic acid C(C)(C)(C)OC(=O)N(C(C([C@@H](C(=O)O)C)CCC)CCCCCC)OC